C1CC12N(CCCC2)C2=CC(=NC=N2)C2=CN=C1N2N=C(C=C1)C(F)(F)F 3-(6-(4-Azaspiro[2.5]octan-4-yl)pyrimidin-4-yl)-6-(trifluoromethyl)imidazo[1,2-b]pyridazine